[C@@H]1([C@H](O)[C@H](O)[C@H](O1)CO)N1C=NC2=C1C=CC=C2 1-β-D-ribofuranosyl-benzimidazole